(((2-(pyrrolidin-1-yl)ethyl)carbamoyl)oxy)decanoic acid N1(CCCC1)CCNC(=O)OC(C(=O)O)CCCCCCCC